CN(C\C=C/1\C(N(CC1)C=1C=CC=2N=CN=C(C2N1)NC1=CC(=C(C=C1)OC=1C=C2N=CC=NC2=CC1)C)=O)C (E)-3-(2-(dimethylamino)ethylidene)-1-(4-(3-methyl-4-(quinoxalin-6-yloxy)phenylamino)pyrido[3,2-d]pyrimidin-6-yl)pyrrolidin-2-one